bis(1-methylethylsulfonyl)diazomethane CC(C)S(=O)(=O)C(=[N+]=[N-])S(=O)(=O)C(C)C